CN1C=NC(=C1)C1=NC=CC(=C1)OC=1C=NC(=CC1)[N+](=O)[O-] 2-(1-methyl-1H-imidazol-4-yl)-4-((6-nitropyridin-3-yl)oxy)pyridine